(Z)-5-((5-(p-tolyl)pyridin-3-yl)methylene)thiazolidine-2,4-dione C1(=CC=C(C=C1)C=1C=C(C=NC1)\C=C/1\C(NC(S1)=O)=O)C